BrC=1C2(C3=CC=C(C=C3C1)F)CCC1(CC2)NC(NC1=O)=O bromo-5''-fluorodispiro[imidazolidine-4,1'-cyclohexane-4',1''-indene]-2,5-dione